(1aR,7bS)-2-hydroxy-5-({1-[(4S)-4-hydroxy-L-prolyl]azetidin-3-yl}oxy)-1,1a,2,7b-tetrahydrocyclopropa[c][1,2]benzoxaborinine-4-carboxylic acid OB1OC2=C([C@@H]3[C@H]1C3)C=CC(=C2C(=O)O)OC2CN(C2)C([C@H]2NC[C@H](C2)O)=O